(R)-1,3,4,5-Tetramethyl-1,5,6,7-tetrahydro-2H-pyrrolo[3,4-b]pyridin-2-one Hydrochloride Cl.CN1C2=C(C(=C(C1=O)C)C)[C@H](NC2)C